ClC=1C=C(C=C(C1O)Cl)C(C1=CC(=C(C(=C1)Cl)O)Cl)C1=CC(=C(C(=C1)Cl)O)Cl 1,1,1-tris(3,5-dichloro-4-hydroxyphenyl)-methane